C1(CC1)N(C(CN1N=C(C=C1)NC=1SC(=CN1)C(=O)NC1=C(C=CC=2NN=NC21)C)=O)C 2-((1-(2-(Cyclopropyl(methyl)amino)-2-oxoethyl)-1H-pyrazol-3-yl)amino)-N-(5-methyl-1H-benzo[d][1,2,3]triazol-4-yl)thiazole-5-carboxamide